ClC=1C=C(C=C(C1)C(C)(C)O)S(=O)(=O)NC(NC1=C2CCCC2=C(C=2CCCC12)C#N)=O 3-chloro-N-(8-cyano-1,2,3,5,6,7-hexahydros-indacen-4-ylcarbamoyl)-5-(2-hydroxypropan-2-yl)benzenesulfonamide